O1C(CCCC1)COC=1C=C(C=CC1)CCCN 3-(3-((tetrahydro-2H-pyran-2-yl)methoxy)phenyl)propan-1-amine